C(C)OS(=O)(=O)CC12C(=O)CC(CC1)C2(C)C camphorsulfonic acid ethyl ester